BrC=1OC=CC1C1=CC=CC=C1 2-bromo-3-phenylfurane